tert-butyl 4-bromo-2-(2-(tert-butoxy)-2-oxoethyl)-1H-indole-1-carboxylate BrC1=C2C=C(N(C2=CC=C1)C(=O)OC(C)(C)C)CC(=O)OC(C)(C)C